C(C)(=O)N1C(C(C=C1C1=CC=CC=C1)(CS(=O)(=O)C1=CC=C(C=C1)[N+](=O)[O-])C)=O 1-acetyl-3-methyl-3-(((4-nitrophenyl)sulfonyl)methyl)-5-phenyl-1,3-dihydro-2H-pyrrole-2-one